C[C@@H]1NCC=2N(C1)C(=NC2)C(F)(F)F (S)-6-methyl-3-(trifluoromethyl)-5,6,7,8-tetrahydroimidazo[1,5-a]pyrazine